(1,4-Dioxacyclohexan-2-yl)(4-ethynyl-3,6-dihydropyridin-1(2H)-yl)methanone O1C(COCC1)C(=O)N1CCC(=CC1)C#C